COC(CN1CCNCC1)OC 1-(2,2-dimethoxyethyl)piperazine